(S)-1-cyano-N-(5-(pyridin-2-yl)thiazol-2-yl)pyrrolidine-3-carboxamide C(#N)N1C[C@H](CC1)C(=O)NC=1SC(=CN1)C1=NC=CC=C1